(S)-alpha-ethyl-2-oxo-1-pyrrolidineacetic acid ethyl ester C(C)OC([C@@H](N1C(CCC1)=O)CC)=O